C1(=CC(=CC=C1)C=1N=C2SC3=C(N2C1)C=CC(=C3)NC(=O)C3CCN(CC3)C(=O)OC(C)(C)C)C tert-butyl 4-((2-(m-tolyl)benzo[d]imidazo[2,1-b]thiazol-7-yl)carbamoyl)piperidine-1-carboxylate